2-methoxy-1-{4-[6-{[1-(propan-2-yl)-1H-pyrazolo[4,3-c]pyridin-6-yl]amino}-2-(pyrrolidin-1-yl)pyrimidin-4-yl]piperazin-1-yl}ethanone COCC(=O)N1CCN(CC1)C1=NC(=NC(=C1)NC1=CC2=C(C=N1)C=NN2C(C)C)N2CCCC2